NC1CN(CCC1)C1=C2C(=NC=C1)N(C(=N2)C2=CC(=C(C#N)C=C2)F)C2=C(C=C(C=C2)C2CC2)F 4-(7-(3-Aminopiperidin-1-yl)-3-(4-cyclopropyl-2-fluorophenyl)-3H-imidazo[4,5-b]pyridin-2-yl)-2-fluorobenzonitrile